C(C)(C)(C)C1=NOC(=N1)C(=O)NCC1=C(C=C(C=C1)C1=NC=NC=C1N1CCN(CC1)C(=O)OC(C)(C)C)C tert-butyl 4-(4-(4-((3-(tert-butyl)-1,2,4-oxadiazole-5-carboxamido)methyl)-3-methylphenyl) pyrimidin-5-yl)piperazine-1-carboxylate